5-iodo-2-(trifluoromethyl)benzonitrile IC=1C=CC(=C(C#N)C1)C(F)(F)F